4-amino-N-methyl-N-((4S)-1-methyl-7-(trifluoromethyl)isochroman-4-yl)imidazo[1,5-a]quinoxaline-8-carboxamide NC=1C=2N(C3=CC(=CC=C3N1)C(=O)N([C@@H]1COC(C3=CC(=CC=C13)C(F)(F)F)C)C)C=NC2